Chloro-1-(4-(dimethylamino)butyl)-3-methyl-4,5-dihydro-1H-imidazol-3-ium hexafluorophosphate F[P-](F)(F)(F)(F)F.ClC=1N(CC[N+]1C)CCCCN(C)C